CC1=CC=C(C=C1)OO[SH4]N1C=C(C=2C1=NC=C(C2)C2=CC=C(C=C2)C(=O)N2CCN(CC2)C)C=2N(N=CC2)C (4-{1-[(4-methylphenyl)dioxy-λ6-thio]-3-(2-methylpyrazol-3-yl)pyrrolo[2,3-b]pyridin-5-yl}phenyl)(4-methylpiperazine-1-yl)methanone